NC1=C2N=C(N(C2=NC(=N1)OCCCC)C1OCCCC1)CO (6-amino-2-butoxy-9-(tetrahydro-2H-pyran-2-yl)-9H-purin-8-yl)methanol